4,5-diamino-1-(2-hydroxyethyl)-1H-pyrazole NC=1C=NN(C1N)CCO